N-(2-((5-cyano-4-((4-hydroxy-2-isopropoxyphenyl)amino)pyrimidin-2-yl)amino)-5-(4-ethylpiperazin-1-yl)phenyl)acrylamide C(#N)C=1C(=NC(=NC1)NC1=C(C=C(C=C1)N1CCN(CC1)CC)NC(C=C)=O)NC1=C(C=C(C=C1)O)OC(C)C